CS(=NC(=O)C1=NC(=NC2=CC=CC=C12)COC1=CC=C(C=C1)C1=NN(C=C1C1=CC=NC=C1)C)(=O)C N-[Dimethyl(oxo)-λ6-sulfanylidene]-2-[[4-[1-methyl-4-(4-pyridyl)pyrazol-3-yl]phenoxy]methyl]quinazoline-4-carboxamide